COC(C1=C(C=CC=C1)C1=NC(=NC=C1C)NC=1C=NN(C1)C1CC2(C1)OCCO2)=O (2-((1-(5,8-dioxaspiro[3.4]oct-2-yl)-1H-pyrazol-4-yl)amino)-5-methylpyrimidin-4-yl)benzoic acid methyl ester